B1(OC(C(O1)(C)C)(C)C)C2=CC=C(C=C2)N3CCN(CC3)C(=O)OC(C)(C)C 4-(4-tert-butoxycarbonylpiperazinyl)phenylboronic acid pinacol ester